4-[7-[2-(1-cyclopropylpyrazol-4-yl)-6-methyl-morpholin-4-yl]-2-methyl-4-oxo-pyrido[1,2-a]pyrimidin-9-yl]-3-fluoro-benzonitrile C1(CC1)N1N=CC(=C1)C1CN(CC(O1)C)C=1C=C(C=2N(C(C=C(N2)C)=O)C1)C1=C(C=C(C#N)C=C1)F